ClC1=NC=C(C(=C1)N1C(C=C(C=C1C(F)(F)F)O)=O)C 2'-chloro-4-hydroxy-5'-methyl-6-(trifluoromethyl)-2H-[1,4'-bipyridin]-2-one